5,6,7,8-tetrahydro-1H-1,7-naphthyridin-2-one 2,2,2-trifluoroacetate FC(C(=O)O)(F)F.N1C(C=CC=2CCNCC12)=O